C(C)OC=1C=CC(=NC1)CN1C(O[C@]2(C1)C[C@@](CCC2)(C)CN2C=NC1=C2C=C(C=C1)C#N)=O 1-(((5s,7s)-3-((5-ethoxypyridin-2-yl)methyl)-7-methyl-2-oxo-1-oxa-3-azaspiro[4.5]decan-7-yl)methyl)-1H-benzo[d]imidazole-6-carbonitrile